(S)-N-((1R)-6-fluoro-1-(2-oxo-2-(2,4,6-trioxo-1-(tetrahydro-2H-pyran-4-yl)hexahydropyrimidin-5-yl)ethyl)-2,3-dihydro-1H-inden-1-yl)-2-methylpropane-2-sulfinamide FC1=CC=C2CC[C@](C2=C1)(CC(C1C(NC(N(C1=O)C1CCOCC1)=O)=O)=O)N[S@@](=O)C(C)(C)C